C(=O)O.ClC1=CC=C(N=N1)C(=O)NC([2H])([2H])[2H] 6-chloro-N-(methyl-d3)pyridazine-3-carboxamide formate salt